CN(C1=CC=C(CNCCN)C=C1)C N-(4-(dimethylamino)benzyl)-1,2-ethanediamine